O1CC(C1)C=O oxetane-3-carboxaldehyde